Cl[Ir-3](Cl)(Cl)(Cl)(Cl)Cl.[Na+].[Na+].[Na+] sodium hexachloroiridium (III) salt